FC1=CC=C(C=C1)C1=NN(C=C1C1=CC=2C(=NC=CC2)N1S(=O)(=O)C1=CC=CC=C1)CCCO[Si](C(C)C)(C(C)C)C(C)C (3-(4-Fluorophenyl)-1-(3-((triisopropylsilyl)oxy)propyl)-1H-pyrazol-4-yl)-1-(phenylsulfonyl)-1H-pyrrolo[2,3-b]pyridine